OC1=C(C=CC=C1)C1=CC=C(C=C1)O (S)-2,4'-dihydroxy-1,1'-biphenyl